N-[5-(4,4,5,5-tetramethyl-1,3,2-dioxaborolan-2-yl)-2-pyridyl]acetamide B1(OC(C(O1)(C)C)(C)C)C2=CN=C(C=C2)NC(=O)C